FC1=CC=C(C=C1)C1=NN2C(C(NC[C@H]2C)=O)=C1C1=CC=NC=C1 (R)-2-(4-fluorophenyl)-7-methyl-3-(pyridin-4-yl)-6,7-dihydropyrazolo[1,5-a]pyrazin-4(5H)-one